ClC=1C(=C2C=NNC2=CC1C)C=1C(=NN(C1C)C1CC2(CN(C2)C(C=C)=O)C1)N1C2(CCC2)CN(CC1)C1CCOCC1 1-(6-(4-(5-chloro-6-methyl-1H-indazol-4-yl)-5-methyl-3-(8-(tetrahydro-2H-pyran-4-yl)-5,8-diazaspiro[3.5]non-5-yl)-1H-pyrazol-1-yl)-2-azaspiro[3.3]hept-2-yl)prop-2-en-1-one